C(CCCCCCCCCCCCCCCCC)OC=1C=C(C(=O)OCC(=O)O[C@@]2(C[C@@H](O[C@@H]2CO)N2C(=O)N=C(NC(C3=CC=CC=C3)=O)C=C2)O)C=C(C1OCCCCCCCCCCCCCCCCCC)OCCCCCCCCCCCCCCCCCC N4-Benzoyldeoxycytidine-3'-Yl 2-((3,4,5-Tris(Octadecyloxy)Benzoyl)Oxy)Acetate